CC1=NOC2=C1C1=C(C(N[C@H]2CC(=O)OC(C)(C)C)=O)C=CC=C1 tert-butyl (S)-2-(1-methyl-6-oxo-5,6-dihydro-4H-benzo[c]isoxazolo[4,5-e]azepin-4-yl)acetate